C(C)OC(C(=O)C1=CC=CC=2OC(OC21)(F)F)=O 2-(2,2-difluoro-1,3-benzodioxol-4-yl)-2-oxo-acetic acid ethyl ester